ClC1=C(C=C(C=C1)[C@H]1O[C@H](CCC1)COC(C=CC=CC=CC=CC=CCCCCCCCCC)=O)C1=CC=C(C=C1)OCC (2s,3s,4r,5r,6r)-2-(4-chloro-3-(4-ethoxyphenyl)phenyl)-6-((eicosapentaenoyloxy)methyl)tetrahydro-2H-pyran